2-[6-[(4aS,8aR)-6-methyl-3,4a,5,7,8,8a-hexahydro-2H-pyrido[4,3-b][1,4]oxazin-4-yl]pyridazin-3-yl]-5-chloro-3-ethyl-phenol CN1C[C@H]2[C@H](OCCN2C2=CC=C(N=N2)C2=C(C=C(C=C2CC)Cl)O)CC1